C1(CC1)C([C@@H](C(=O)NC=1C=NN(C1)CC=1N(N=C(C1)C)COCC[Si](C)(C)C)NC(=O)C=1N(N=CC1)C(C)C)C1CC1 N-[(1S)-1-(dicyclopropylmethyl)-2-[[1-[[5-methyl-2-(2-trimethylsilylethoxymethyl)pyrazol-3-yl]methyl]pyrazol-4-yl]amino]-2-oxo-ethyl]-2-isopropyl-pyrazole-3-carboxamide